1-nitro-2-propanol [N+](=O)([O-])CC(C)O